phenylalanine acrylate C(C=C)(=O)O.N[C@@H](CC1=CC=CC=C1)C(=O)O